C(=C)N1C=CC=C1 N-vinyl-azole